CN(N\1C(C2=CC=C(C=C2/C1=C/C1=CC=C(C=C1)CCCCC)C(F)(F)F)=O)C1=NC=CC=C1 (Z)-2-(methyl-[2-pyridinyl]amino)-3-(4-pentylbenzylidene)-5-(trifluoromethyl)isoindolin-1-one